2'-amino-5-chloro-2,4'-difluoro-6'-(1-methylpiperidin-3-yl)-N-(2-(trifluoromethyl)pyridin-4-yl)-[1,1'-biphenyl]-4-carboxamide NC1=C(C(=CC(=C1)F)C1CN(CCC1)C)C1=C(C=C(C(=C1)Cl)C(=O)NC1=CC(=NC=C1)C(F)(F)F)F